(5-(2-(5-azaspiro[2.4]hept-5-yl)acetamido)-2-methylpyridin-3-yl)-2-(1-(2-hydroxyethyl)-1H-pyrazol-4-yl)pyrazolo[5,1-b]thiazole-7-carboxamide C1CC12CN(CC2)CC(=O)NC=2C=C(C(=NC2)C)C=2N1C(SC2C=2C=NN(C2)CCO)=C(C=N1)C(=O)N